Benzyl (R)-4-(10-bromo-9-chloro-5-oxo-2,3-dihydro-5H-[1,4]thiazino[2,3,4-ij]quinazolin-7-yl)-2-((methylsulfonyl)methyl)piperazine-1-carboxylate BrC1=C(C=C2C(=NC(N3C2=C1SCC3)=O)N3C[C@@H](N(CC3)C(=O)OCC3=CC=CC=C3)CS(=O)(=O)C)Cl